C(C)(C)(C)C1=CC=C(C=C1)C=CC(OCC)OCC 1-(tert-butyl)-4-(3,3-diethoxyprop-1-en-1-yl)benzene